dimethylolpropane tris(3-mercaptopropionate) SCCC(=O)O.SCCC(=O)O.SCCC(=O)O.C(O)C(C)(C)CO